tert-butyl trans-N-[4-[6-(4-hydroxyphenyl)-1-tetrahydropyran-2-yl-indazol-4-yl]oxycyclohexyl]carbamate OC1=CC=C(C=C1)C1=CC(=C2C=NN(C2=C1)C1OCCCC1)O[C@@H]1CC[C@H](CC1)NC(OC(C)(C)C)=O